ClC=1C=C2C(=C(C=NC2=CC1Cl)S(=O)(=O)N1CCSCC1)O 6,7-dichloro-3-thiomorpholinosulfonyl-quinolin-4-ol